C(C)C=1C=CC(=C(C1)S(=O)(=O)NC1=NOC2=C1C(=CC(=C2)C=2SC(=CN2)N2CCN(CCC2)C(=O)OC(C)(C)C)OC)OC tert-butyl 4-(2-(3-((5-ethyl-2-methoxyphenyl)sulfonamido)-4-methoxy benzo[d]isoxazol-6-yl)thiazol-5-yl)-1,4-diazepane-1-carboxylate